FC1=C(C=C(C(=C1)C)C1=CC(=NC(=C1)N1CCOCC1)C=1C=NN(C1)C)C1N(CCC1C(C)(C)F)C(=O)N {2-fluoro-4-methyl-5-[2-(1-methylpyrazol-4-yl)-6-(morpholin-4-yl)pyridin-4-yl]phenyl}-3-(2-fluoropropan-2-yl)pyrrolidine-1-carboxamide